2-ethoxyethan-1-one C(C)OCC=O